ClC1=CC(=C(C=C1F)C=1C2=C(N=C(N1)C1C[C@@H](OCC1)C=1C=NN(C1)C1CC1)N=C(S2)N(C)C)F |r| 7-(4-chloro-2,5-difluoro-phenyl)-N,N-dimethyl-5-[rac-(2R)-2-(1-cyclopropylpyrazol-4-yl)tetrahydropyran-4-yl]thiazolo[4,5-d]pyrimidin-2-amine